2-(4-(4-((6-((1-acryloylpiperidin-4-yl)amino)-7-methoxyquinazolin-4-yl)amino)-3-fluorophenoxy)pyridin-2-yl)thiazole-4-carbonitrile C(C=C)(=O)N1CCC(CC1)NC=1C=C2C(=NC=NC2=CC1OC)NC1=C(C=C(OC2=CC(=NC=C2)C=2SC=C(N2)C#N)C=C1)F